C(C)(C)NC1=NC(=CC2=C1N=C(N=C2)N)OC N8-isopropyl-6-methoxypyrido[3,4-d]pyrimidine-2,8-diamine